3-bromo-N-((4r,5s,7r,8r,9s,10r)-8,10-dihydroxy-7-(hydroxymethyl)-9-(4-(3,4,5-trifluorophenyl)-1H-1,2,3-triazol-1-yl)-1,6-dioxaspiro[4.5]dec-4-yl)quinoline-5-carboxamide BrC=1C=NC=2C=CC=C(C2C1)C(=O)N[C@@H]1CCO[C@]12O[C@@H]([C@@H]([C@@H]([C@H]2O)N2N=NC(=C2)C2=CC(=C(C(=C2)F)F)F)O)CO